BrC=1C=C(C=CC1)C(C=O)=O 2-(3-bromophenyl)-1,2-ethanedione